iodo-α-trifluoromethyl-p-tert-butyl-acetophenone IC(C(=O)C1=CC=C(C=C1)C(C)(C)C)C(F)(F)F